FC(CNC(=O)[C@]1([C@@H](CC[C@H](C1)C)C(C)C)O)(C=1C=C(C=CC1)C)F (1s,2s,5r)-N-[2,2-difluoro-2-(m-tolyl)ethyl]-1-hydroxy-2-isopropyl-5-methyl-cyclohexanecarboxamide